ClC1=C(C=C(C=C1)F)C(C=1C=2N(C=CC1N=C(C1=CC=CC=C1)C1=CC=CC=C1)C=CN2)NC(OC(C)(C)C)=O Tert-butyl ((2-chloro-5-fluorophenyl) (7-((diphenylmethylene)amino)imidazolo[1,2-a]pyridin-8-yl)methyl)carbamate